tert-Butyl(2-(methyl(2-oxo-2-((6-(trifluoromethoxy)benzo[d]thiazol-2-yl)amino)ethyl)amino)-2-oxoethyl)(1-(trifluoromethyl)cyclopropyl)carbamate C(C)(C)(C)OC(N(C1(CC1)C(F)(F)F)CC(=O)N(CC(NC=1SC2=C(N1)C=CC(=C2)OC(F)(F)F)=O)C)=O